C(=O)(O)C1(C(C2(CCC1C2(C)C)CS(=O)(=O)O)=O)C(=O)O dicarboxyl-camphorsulfonic acid